C(N)(=O)C1=C(C2=C([Se]1)C=CC(=C2)OC(F)(F)F)C=2C=C(C=CC2)C2(CC2)CC(=O)OC methyl 2-(1-(3-(2-carbamoyl-5-(trifluoromethoxy)benzo[b]selenophen-3-yl)phenyl)cyclopropyl)acetate